8-bromo-2-(cyclopropylmethoxy)-6-(2-methyl-2H-indazol-5-yl)-1,6-naphthyridin-7(6H)-one BrC=1C(N(C=C2C=CC(=NC12)OCC1CC1)C1=CC2=CN(N=C2C=C1)C)=O